(4-((4-((6-(2-hydroxypropan-2-yl)pyridin-2-yl)amino)-5-methylthieno[2,3-d]pyrimidine-2-yl)amino)-2-methoxyphenyl)(4-methylpiperazin-1-yl)methanone OC(C)(C)C1=CC=CC(=N1)NC=1C2=C(N=C(N1)NC1=CC(=C(C=C1)C(=O)N1CCN(CC1)C)OC)SC=C2C